C1(CCC1)OC1=C(C=C(C=O)C=C1)CO 4-Cyclobutoxy-3-(hydroxymethyl)benzaldehyde